OCCNC(=O)C=1N=NN(C1)CCCCC=1N=NC(=CC1)NC(CC1=NC=CC(=C1)C1=CC(=CC=C1)OC(F)(F)F)=O N-(2-hydroxyethyl)-1-(4-(6-(2-(4-(3-(trifluoromethoxy)phenyl)pyridin-2-yl)acetamido)pyridazin-3-yl)butyl)-1H-1,2,3-triazole-4-carboxamide